C(C)N1N=CC(=C1)C(C(=O)C1=CC=C(C=N1)NC(CC1=CC=C(C=C1)S(=O)(=O)CC)=O)(C)C N-(6-(2-(1-ethyl-1H-pyrazol-4-yl)-2-Methylpropionyl)pyridin-3-yl)-2-(4-(ethylsulfonyl)phenyl)acetamide